(1R,4s)-4-(8-(2,6-difluorophenylamino)-2-((1S,2S)-2-hydroxycyclopentylamino)-9H-purin-9-yl)cyclohexanecarboxamide FC1=C(C(=CC=C1)F)NC=1N(C2=NC(=NC=C2N1)N[C@@H]1[C@H](CCC1)O)C1CCC(CC1)C(=O)N